ClC=1C=CC2=C(CCC=3C(=NC=CC3)C2=O)C1 8-chloro-5,6-dihydro-11H-benzo[5,6]cyclohepta[1,2-b]pyridin-11-one